(2S)-[4-(2-amino-2-oxoethyl)aminocarbonylthiazol-2-ylthio]-N-{[4-(3,4-difluorobenzyl)morpholin-2-yl]methyl}acetamide NC(CNC(=O)C=1N=C(SC1)SCC(=O)NC[C@H]1CN(CCO1)CC1=CC(=C(C=C1)F)F)=O